7-FLUORO-1H-INDOLE-5-CARBALDEHYDE FC=1C=C(C=C2C=CNC12)C=O